C(N)(=N)C=1C=C(SC1)CNC(=O)[C@H]1N([C@H]2C[C@]2(C1)C)C(CNC(C1=CC=C(C=C1)OC1=CC=C(C=C1)C(F)(F)F)=O)=O (1S,3S,5S)-N-((4-carbamimidoylthiophen-2-yl)methyl)-5-methyl-2-((4-(4-(trifluoro-methyl)phenoxy)benzoyl)glycyl)-2-azabicyclo[3.1.0]hexane-3-carboxamide